BrC1=CC(=C(C=C1)CO)OCCOC1=NC(=CC=C1)Cl [4-bromo-2-[2-[(6-chloro-2-pyridyl)oxy]ethoxy]phenyl]methanol